5-benzyloxy-4-[2-(1-methoxy-4-piperidinyl)ethynyl]-2-(trifluoromethyl)quinazoline Tert-butyl-(E)-(4-((4-carbamoyl-2-methoxy-6-nitrophenyl)amino)but-2-en-1-yl)carbamate C(C)(C)(C)N(C(O)=O)C\C=C\CNC1=C(C=C(C=C1[N+](=O)[O-])C(N)=O)OC.C(C1=CC=CC=C1)OC1=C2C(=NC(=NC2=CC=C1)C(F)(F)F)C#CC1CCN(CC1)OC